2-(2-(cyclopropanesulfonamido)pyrimidin-4-yl)-2-methyl-N-(3'-(trifluoromethyl)-[1,1'-biphenyl]-4-yl)propanamide C1(CC1)S(=O)(=O)NC1=NC=CC(=N1)C(C(=O)NC1=CC=C(C=C1)C1=CC(=CC=C1)C(F)(F)F)(C)C